1-((2S,3S)-2,3,8,8-tetramethyl-1,2,3,4,5,6,7,8-octahydronaphthalen-2-yl)ethan-1-one C[C@@]1(CC=2C(CCCC2C[C@@H]1C)(C)C)C(C)=O